3-[[4-Chloro-6-(2,6-dimethylphenyl)pyrimidin-2-yl]-(methoxymethyl)sulfamoyl]benzoic acid ClC1=NC(=NC(=C1)C1=C(C=CC=C1C)C)N(S(=O)(=O)C=1C=C(C(=O)O)C=CC1)COC